C1OCC12CC(C2)C(=O)NC=2C=CC(=NC2)C=2N=NN(C2NC(O[C@H](C)C=2C(=NC=CC2)Cl)=O)C (R)-1-(2-chloropyridin-3-yl)ethyl (4-(5-(2-oxaspiro[3.3]heptane-6-carboxamido)pyridin-2-yl)-1-methyl-1H-1,2,3-triazol-5-yl)carbamate